ClC1=C(C(=CC=C1)F)C1=NOC(=C1CO)C=1C=NN(C1C(F)(F)F)C[C@@H](C)O (2R)-1-(4-(3-(2-chloro-6-fluorophenyl)-4-(hydroxymethyl)isoxazol-5-yl)-5-(trifluoromethyl)-1H-pyrazol-1-yl)propan-2-ol